3'-[1,4,8-triazacycloundecane-1,4-diylbis(methylene)]bis[N-(1,3-dihydroxypropan-2-yl)-2-hydroxy-5-methylbenzamide] N1(CCN(CCCNCCC1)CC=1C(=C(C(=O)NC(CO)CO)C=C(C1)C)O)CC=1C(=C(C(=O)NC(CO)CO)C=C(C1)C)O